[F-].[Li+].[Sc+3].[F-].[F-].[F-] scandium-lithium fluoride